1-(4-(1-hydroxyethyl)phenoxy)cyclopropanecarboxylic acid methyl ester COC(=O)C1(CC1)OC1=CC=C(C=C1)C(C)O